6-amino-2-(3,5-dichloro-4-((2-(4-cyanophenyl)-4-methylquinolin-6-yl)oxy)phenyl)-1,2,4-triazine-3,5(2h,4h)-dione NC=1C(NC(N(N1)C1=CC(=C(C(=C1)Cl)OC=1C=C2C(=CC(=NC2=CC1)C1=CC=C(C=C1)C#N)C)Cl)=O)=O